OC(C(=O)C1=CC=C(C=C1)CC1=CC=C(C=C1)C(C(C)(C)O)=O)(C)C 2-hydroxy-1-{4-[4-(2-hydroxy-2-methylpropanoyl)-benzyl]-phenyl}-2-methylpropan-1-one